1-((5-chloro-1-methyl-1H-pyrazol-4-yl)sulfonyl)-4-(3-(furan-2-yl)-1-methyl-1H-pyrazol-5-yl)piperidine ClC1=C(C=NN1C)S(=O)(=O)N1CCC(CC1)C1=CC(=NN1C)C=1OC=CC1